NC1=C(C=CC(=C1F)NCC1=CC=C(C=C1)O)NC([C@@H]([C@H](CCCC)F)F)=O (2S,3S)-N-(2-Amino-3-fluoro-4-((4-hydroxybenzyl)amino)phenyl)-2,3-difluoroheptanamid